O=C1N=CC2=CC=C(C=C12)C(=O)O 3-oxoisoindole-5-carboxylic acid